2-[1-(2-hydroxyethyl)-2-imidazolin-2-yl]propane dihydrochloride Cl.Cl.OCCN1C(=NCC1)C(C)C